tert-butyl ((3-chloropyrazin-2-yl)methyl)(methyl-d3)carbamate ClC=1C(=NC=CN1)CN(C(OC(C)(C)C)=O)C([2H])([2H])[2H]